BrC1=CC=C2N=CC(=NC2=C1)N(N)C 1-(7-bromo-2-quinoxalinyl)-1-methylhydrazine